ClC1=C(NC2=NC=C(C(=N2)NCCCN2C(CCCC2)=O)C(F)(F)F)C=C(C=C1)CN1CCOCC1 1-[3-[[2-[2-Chloro-5-(morpholinomethyl)anilino]-5-(trifluoromethyl)pyrimidin-4-yl]amino]propyl]piperidin-2-one